N-isopropylethylenediamine C(C)(C)NCCN